ICC\C=C\CCCCCC(OCC)OCC (3E)-1-iodo-10,10-diethoxy-3-decene